10-heptadecene CCCCCCCCCC=CCCCCCC